O=C1NC(CCC1N1C=C2C=CC=C(C2=C1)N1C(C(NC(C1([2H])[2H])([2H])[2H])([2H])[2H])([2H])[2H])=O 2-(2,6-dioxopiperidin-3-yl)-4-(piperazin-1-yl-2,2,3,3,5,5,6,6-d8)isoindole